FC(C(=O)[O-])(F)F.[N+]1CC=CC=C1 Pyridin-1-ylium 2,2,2-trifluoroacetate